FC1=C(C(=CC(=C1)OCCN1CC(C1)CF)F)[C@H]1N([C@@H](CC2=C1NC1=CC=CC=C21)C)CC(C)C (1R,3R)-1-[2,6-difluoro-4-[2-[3-(fluoromethyl)azetidin-1-yl]ethoxy]phenyl]-2-isobutyl-3-methyl-1,3,4,9-tetrahydropyrido[3,4-b]indole